BrC1=CN(C2=NC=CC(=C21)OC2=C(C=C(C=C2F)NC(=O)NCC2(COC2)C)F)COCC[Si](C)(C)C N-{4-[(3-bromo-1-{[2-(trimethyl-silyl)ethoxy]methyl}-1H-pyrrolo[2,3-b]pyridin-4-yl)oxy]-3,5-difluorophenyl}-N'-[(3-methyl-oxetan-3-yl)methyl]urea